8-(3-aminophenyl)-N-(4-morpholinylphenyl)pyrido[3,4-d]Pyrimidin-2-amine NC=1C=C(C=CC1)C1=NC=CC2=C1N=C(N=C2)NC2=CC=C(C=C2)N2CCOCC2